ClC=1C=CC2=C(N(CC(O2)C(=O)NC23CC(C2)(C3)NC(COC3=CC(=C(C=C3)Cl)F)=O)S(=O)(=O)C3=CN=C(N3C)C)C1 6-chloro-N-{3-[2-(4-chloro-3-fluorophenoxy)acetamido]bicyclo[1.1.1]pent-1-yl}-4-(1,2-dimethyl-1H-imidazole-5-sulfonyl)-3,4-dihydro-2H-1,4-benzoxazine-2-carboxamide